5-bromo-N-(4,5-dihydro-1H-imidazol-2-yl)quinoxaline-6-amine BrC1=C2N=CC=NC2=CC=C1NC=1NCCN1